N-(2-((R)-4-Cyanothiazolidin-3-yl)-2-oxoethyl)-6-((S)-2-(fluoromethyl)-morpholino)quinoline-4-carboxamide C(#N)[C@H]1N(CSC1)C(CNC(=O)C1=CC=NC2=CC=C(C=C12)N1C[C@H](OCC1)CF)=O